ethyl 2-(4-amino-3-methylphenyl)-3,3,3-trifluoro-2-hydroxypropanoate NC1=C(C=C(C=C1)C(C(=O)OCC)(C(F)(F)F)O)C